C1(CCCC1)C1=CC(=NN1)NC1=NC(=NC=C1)N(C1CCC(CC1)NC(CC1CC2=CC=CC=C2C1)=O)C N-((1R,4R)-4-((4-((5-cyclopentyl-1H-pyrazol-3-yl)amino)pyrimidin-2-yl)(methyl)amino)cyclohexyl)-2-(2,3-dihydro-1H-inden-2-yl)acetamide